C=C\C=C\C (1E,3E)-Penta-1,3-diene